CN(CCC1=CN=C(N1COCC[Si](C)(C)C)NC=1N=C(C2=C(N1)CCC2)C)C N-(5-(2-(dimethylamino)ethyl)-1-((2-(trimethylsilyl)ethoxy)methyl)-1H-imidazol-2-yl)-4-methyl-6,7-dihydro-5H-cyclopenta[d]pyrimidin-2-amine